FC1=COC2=C1C=C(C=C2)C[C@H](C)N (S)-1-(3-fluorobenzofuran-5-yl)propan-2-amine